CC1=NC(=CC(C1O)=O)O 2-methyl-3,6-dihydroxypyridin-4-one